(S)-4-(5-(1-amino-3-(hydroxymethyl)cyclobutyl)-1,3,4-oxadiazol-2-yl)-4-(3-((1S,2R)-1-carboxy-2-hydroxypropyl)ureido)butanoic acid NC1(CC(C1)CO)C1=NN=C(O1)[C@H](CCC(=O)O)NC(=O)N[C@@H]([C@@H](C)O)C(=O)O